OC1=C(C(=O)C2=CC=CC=C2)C=CC(=C1)OCCOC(C=C)=O 2-Hydroxy-4-acryloyloxyethoxybenzophenone